diphenyl-trinitrophenylhydrazine C1(=CC=CC=C1)C=1C(=C(C=CC1)N(N([N+](=O)[O-])[N+](=O)[O-])[N+](=O)[O-])C1=CC=CC=C1